3-cyano-7-fluorobenzo[b]thiophen C(#N)C=1C2=C(SC1)C(=CC=C2)F